N-(6-bromothiazolo[4,5-b]pyrazin-2-yl)-6-cyano-4-(2-methoxyphenyl)pyridine-3-carboxamide BrC=1N=C2C(=NC1)N=C(S2)NC(=O)C=2C=NC(=CC2C2=C(C=CC=C2)OC)C#N